FC1=C(C=CC=C1)[C@@H](C)OC(=O)NC=1C(=NOC1C1=CC=C(C(=N1)C)OC1CC(CCC1)C(=O)O)C 3-((6-(4-((((R)-1-(2-fluorophenyl)ethoxy)carbonyl)amino)-3-methylisoxazol-5-yl)-2-methylpyridin-3-yl)oxy)cyclohexanecarboxylic acid